[2H]CC(=O)N deutero-acetamide